2-(3,4-dichlorophenyl)-2-methyl-4-trimethylsiloxy-5-amino-3(2H)-furanone ClC=1C=C(C=CC1Cl)C1(OC(=C(C1=O)O[Si](C)(C)C)N)C